1-(4-butylphenyl)-2-dimethylamino-2-methylpropane-1-On C(CCC)C1=CC=C(C=C1)C(C(C)(C)N(C)C)=O